(3aR,5R,6aS)-5-((S)-5-(2,5-difluorophenyl)-4,5-dihydro-pyrazole-1-carbonyl)hexahydrocyclopenta[c]pyrrole-2(1H)-carboxamide FC1=C(C=C(C=C1)F)[C@@H]1CC=NN1C(=O)C1C[C@@H]2[C@@H](CN(C2)C(=O)N)C1